C1(CCCCC1)N1CCN(CC1)C(C=1C(NC2=CC=C(C=C2C1)OC)=O)C1=NN=NN1CCC1=CC=CC=C1 3-((4-cyclohexylpiperazin-1-yl)(1-phenethyl-1H-tetrazol-5-yl)methyl)-6-methoxyquinolin-2(1H)-one